6-(triethoxysilyl)hexanoic acid C(C)O[Si](CCCCCC(=O)O)(OCC)OCC